C(C1=CC=CC=C1)OC1=CC=C2C(=CC(=NC2=C1)CC)Cl 7-(benzyloxy)-4-chloro-2-ethylquinoline